[1-[4-[methyl(tetrahydropyran-4-yl)amino]-5-oxido-6,7-dihydro-thieno[3,2-d]pyrimidin-5-ium-2-yl]azetidin-3-yl] 2-methylbenzoate CC1=C(C(=O)OC2CN(C2)C=2N=C(C3=C(N2)CC[S+]3[O-])N(C3CCOCC3)C)C=CC=C1